ClC1=C(C(=O)N2COC3=C(C2)C=CC=C3C3=CC(=C(C(=O)OC)C=C3F)N[C@H]3COCC3)C(=CC(=C1)N1[C@@H](CN(CC1)C)C)Cl Methyl 4-[3-[2,6-dichloro-4-[(2R)-2,4-dimethylpiperazin-1-yl]benzoyl]-2,4-dihydro-1,3-benzoxazin-8-yl]-5-fluoro-2-[[(3R)-oxolan-3-yl]amino]benzoate